2-propen-1-ylamine hydrochloride Cl.C(C=C)N